C(C)(C)P(C1=CC(=CC=2C(C3=CC(=CC(=C3[N-]C12)P(C(C)C)C(C)C)C)(C)C)C)C(C)C 4,5-bis(diisopropylphosphino)-2,7,9,9-tetramethyl-9H-acridin-10-ide